BrC1=CC(=C(C2=CC=CC=C12)[N-]C1=NC(=NC(=C1)C)N1CCC(CC1)(F)F)N1CCC2(CC2)CC1 4-Bromo-N-(2-(4,4-difluoropiperidin-1-yl)-6-methylpyrimidin-4-yl)-2-(6-azaspiro[2.5]octane-6-yl)-1-naphthylamide